methyl (S)-2-(chloromethyl)-4-fluoro-1-(oxetan-2-ylmethyl)-1H-benzo[d]imidazole-5-carboxylate ClCC1=NC2=C(N1C[C@H]1OCC1)C=CC(=C2F)C(=O)OC